ClC1=CN=C(C2=CC=CC=C12)C1=C2C(=NC(=C1C#N)N1CC3(CN(C3)C(C=C)=O)CC1)CC(OC2)(C)C 4-(4-chloro-1-isoquinolinyl)-7,7-dimethyl-2-(2-(2-propenoyl)-2,6-diazaspiro[3.4]octan-6-yl)-7,8-dihydro-5H-pyrano[4,3-b]pyridine-3-carbonitrile